COC1=CC=C(CN2C(C3=C4C(C(=CC=C24)N2N=CC(=C2C(F)(F)F)C(=O)OCC)=CC=C3)=C=O)C=C1 Ethyl 1-(1-(4-methoxybenzyl)-2-carbonyl-1,2-dihydrobenzo[cd]indol-6-yl)-5-trifluoromethyl-1H-pyrazole-4-carboxylate